N-(1-Methyl-3-(4-(trifluoromethyl)phenyl)-1H-pyrrolo[2,3-b]pyridin-5-yl)acrylamide CN1C=C(C=2C1=NC=C(C2)NC(C=C)=O)C2=CC=C(C=C2)C(F)(F)F